FC(C(=O)O)CC1=CC=2CCC2C=C1F 2-fluoro-3-(4-fluorobicyclo[4.2.0]octa-1(6),2,4-trien-3-yl)propanoic acid